methyl 2-cyclopropyl-4-((2-(4-((3S,4S)-3,4-dihydroxypyrrolidine-1-carbonyl)phenyl)-3-oxo-2,8-diazaspiro[4.5]decan-8-yl)methyl)-5-ethoxybenzoate C1(CC1)C1=C(C(=O)OC)C=C(C(=C1)CN1CCC2(CC(N(C2)C2=CC=C(C=C2)C(=O)N2C[C@@H]([C@H](C2)O)O)=O)CC1)OCC